2-(acryloyloxy)ethyl (2-(trimethylammonio)ethyl) phosphate P(=O)(OCCOC(C=C)=O)(OCC[N+](C)(C)C)[O-]